tert-butyl 4-(7-bromo-2,6-dichloro-8-fluoroquinazolin-4-yl)piperazin-1-carboxylate BrC1=C(C=C2C(=NC(=NC2=C1F)Cl)N1CCN(CC1)C(=O)OC(C)(C)C)Cl